1,1'-carbonyl-bis(1,2,4-triazole) C(=O)(N1N=CN=C1)N1N=CN=C1